Sodium (2S,5R)-N'-(furan-2-ylcarbonyl)-7-oxo-6-(sulfooxy)-1,6-diazabicyclo[3.2.1]octane-2-carbohydrazide O1C(=CC=C1)C(=O)NNC(=O)[C@H]1N2C(N([C@H](CC1)C2)OS(=O)(=O)O)=O.[Na]